C1=CC=CC=2C3=CC=CC=C3C(C12)COC(NCCOCCOCCOCCOCCOCCOCCC(=O)O)=O 1-(9H-fluoren-9-yl)-3-oxo-2,7,10,13,16,19,22-heptaoxa-4-azapentacosan-25-oic acid